2-((3-chloro-4-(4-hydroxy-3-isopropylbenzyl)-5-methylbenzyl)thio)-N-(pyridazin-3-yl)acetamide ClC=1C=C(CSCC(=O)NC=2N=NC=CC2)C=C(C1CC1=CC(=C(C=C1)O)C(C)C)C